FC=1C=2N(C=C(C1)NC(=O)C=1C=CC(=C3N=C(C=NC13)OC)N1C[C@H](CC1)N(C(OC(C)(C)C)=O)C)C=C(N2)C tert-butyl (S)-(1-(8-((8-fluoro-2-methylimidazo[1,2-a]pyridin-6-yl)carbamoyl)-3-methoxyquinoxalin-5-yl)pyrrolidin-3-yl)(methyl)carbamate